5-(3-{2-[1-[2-amino-6-(morpholin-4-yl)-1,3-benzodiazol-1-yl]-3-azabicyclo[3.2.1]octan-3-yl]ethoxy}-1H-pyrazol-4-yl)-1-methyl-6-oxopyridine-3-carboxylic acid NC1=NC2=C(N1C13CN(CC(CC1)C3)CCOC3=NNC=C3C3=CC(=CN(C3=O)C)C(=O)O)C=C(C=C2)N2CCOCC2